S(=O)(=O)(O)O.COC1=CC=C2C(=CC=NC2=C1)C1=CC(=CC=C1)C 4-(7-methoxyquinoline-4-yl)-2-methyl-benzene sulfate